Di(2-hydroxyethyl)methylammonium chloride [Cl-].OCC[NH+](C)CCO